CN1N=C2C=CC=C(C2=C1)B(O)O 2-methylindazol-4-ylboronic acid